ClC1=CC=C(CN2C=3N(C4=C(C2=O)CN(CC4)CC4=CC(=CC=C4)Cl)CCCN3)C=C1 6-(4-chlorobenzyl)-3-(3-chlorobenzyl)-1,2,3,4,6,8,9,10-octahydro-5H-pyrido[3,4-e]pyrimido[1,2-a]pyrimidin-5-one